CC(C(=O)NC1=CC(NN1CC1=C2C=CNC2=CC=C1)=O)(C)C 5-(2,2-dimethylpropanamido)-N-(1H-indol-4-ylmethyl)pyrazolon